C(=CC)N1C(C(=NC2=CC=C(C=C12)OC)C1=CC=CC=C1)=O propenyl-7-methoxy-3-phenylquinoxalin-2(1H)-one